C[C@@H]1CN(C[C@@H](N1)C)C=1N=NC(=CN1)C1=C(C=C(C=C1)C=1C=NC=2N(C1)N=C(N2)C)O 2-{3-[(3R,5S)-3,5-dimethylpiperazin-1-yl]-1,2,4-triazin-6-yl}-5-(2-methyl[1,2,4]triazolo[1,5-a]pyrimidin-6-yl)phenol